2-(3-(N,N-bis(4-methoxybenzyl)sulfamoyl)-4-fluoro-5-(4-methyl-piperazine-1-carbonyl)-1H-pyrazol-1-yl)-2-methylpropionic acid methyl ester COC(C(C)(C)N1N=C(C(=C1C(=O)N1CCN(CC1)C)F)S(N(CC1=CC=C(C=C1)OC)CC1=CC=C(C=C1)OC)(=O)=O)=O